1-Naphthyloxy-((S)-(1-Phenylmethoxycarbonyl)ethylamino)-phosphoryl chloride C1(=CC=CC2=CC=CC=C12)OP(=O)(NCCC(=O)OCC1=CC=CC=C1)Cl